(R)-2-(6-((1-cyclopropylpiperidin-3-yl)amino)-4-methylpyridazin-3-yl)-5-ethynylphenol C1(CC1)N1C[C@@H](CCC1)NC1=CC(=C(N=N1)C1=C(C=C(C=C1)C#C)O)C